(3S)-3-carbamimidamidopent-4-enoic acid N(C(=N)N)[C@@H](CC(=O)O)C=C